1,1,1,3,3,3-hexafluoro-propan-2-yl (R or S)-1-(2-(trifluoro-methyl)-5,6,7,8-tetra-hydroimidazo-[1,2-a]pyrazine-7-carbonyl)-6-azaspiro[2.5]-octane-6-carboxylate FC(C=1N=C2N(CCN(C2)C(=O)[C@@H]2CC23CCN(CC3)C(=O)OC(C(F)(F)F)C(F)(F)F)C1)(F)F |o1:12|